CN1N=C(C2=C1C(N(C(C2)C)CC2(CC2)S(=O)(=O)C)=O)C(=O)O 1,5-dimethyl-6-((1-(methylsulfonyl)cyclopropyl)methyl)-7-oxo-4,5,6,7-tetrahydro-1H-pyrazolo[3,4-c]pyridine-3-carboxylic acid